5-bromo-4-chloro-6-methoxy-1-methyl-1H-benzo[d]imidazole BrC1=C(C2=C(N(C=N2)C)C=C1OC)Cl